CCCCCC/C=C/C=O β-Hexylacrolein